α-methyleneazulen-6-ylacetate C=C(C(=O)[O-])C=1C=CC2=CC=CC2=CC1